(1S,3s)-3-(4-(((R)-1-(3-(difluoromethyl)-2-fluorophenyl)ethyl)amino)-2-methyl-1,7-dioxo-1,7-dihydropyrido[3,4-d]pyridazin-6(2H)-yl)cyclobutane-1-carbonitrile FC(C=1C(=C(C=CC1)[C@H](C)NC1=NN(C(C=2C1=CN(C(C2)=O)C2CC(C2)C#N)=O)C)F)F